FC=1C(=C2C(=NC(=NN2C1)N[C@H]1[C@H](CN(CC1)CCOC)F)OC)C=1C=CC2=C(N(N=N2)CCF)C1 6-fluoro-N-((3S,4R)-3-fluoro-1-(2-methoxyethyl)piperidin-4-yl)-5-(1-(2-fluoroethyl)-1H-benzo[d][1,2,3]triazol-6-yl)-4-methoxypyrrolo[2,1-f][1,2,4]triazin-2-amine